(R)-2-((1-(3-(2-azaadamantan-2-yl)-2-cyano-7-methylquinoxalin-5-yl)-ethyl)amino)benzoic acid C12N(C3CC(CC(C1)C3)C2)C=2C(=NC3=CC(=CC(=C3N2)[C@@H](C)NC2=C(C(=O)O)C=CC=C2)C)C#N